FC1=C(C#N)C=CC(=C1)N1C(N(C(C1=O)(C)C)C1=CC=C(C=C1)O)=S 2-fluoro-4-(3-(4-hydroxyphenyl)-4,4-dimethyl-5-oxo-2-thioxoimidazolidin-1-yl)benzonitrile